N[C@H]1CC[C@H]([C@@H](C1)O)Cl |r| racemic-(1R,2R,5S)-5-amino-2-chlorocyclohexan-1-ol